C(C(CCCCCCCC)O)O 1,2-decylene glycol